2',3'-difluoro-[1,1'-biphenyl] FC1=C(C=CC=C1F)C1=CC=CC=C1